BrN1CNCC=2C=3C(C=C(C12)Cl)=C(OC3)Cl 4-bromo-5,7-dichloro-1,3-dihydrofuro[3,4-f]quinazoline